7-Chloro-2H-benzo[d][1,3]oxazine-2,4(1H)-dione ClC=1C=CC2=C(NC(OC2=O)=O)C1